5-(methyl)isoquinolinone acryloyloxypropyl-acetoacetate C(C=C)(=O)OCCCOC(CC(=O)C)=O.CC1=C2C=CNC(C2=CC=C1)=O